ClCC1(C(N2N(C1)CCC2C2=CC(=CC=C2)F)=O)CC 6-(chloromethyl)-6-ethyl-3-(3-fluorophenyl)-1,2,3,7-tetrahydropyrazolo[1,2-a]Pyrazol-5-one